CC1=CC=CC(=N1)C1CNC(CO1)([2H])[2H] 2-(6-methylpyridin-2-yl)morpholine-5,5-d2